COCCN1C(CN(CC1)C1=NC(=NC=C1)C1=CN=C2N1C=C(C=C2)C(F)(F)F)C(=O)N 1-(2-methoxyethyl)-4-(2-(6-(trifluoromethyl)imidazo[1,2-a]pyridin-3-yl)pyrimidin-4-yl)piperazine-2-carboxamide